C(C)C1=CC=C(C=C1)N1N=CC(=C1)C=1C=C2C(=CNC2=CC1)NC(C(=O)N(C)C)=O N'-{5-[1-(4-ethylphenyl)-1H-pyrazol-4-yl]-1H-indol-3-yl}-N,N-dimethyl-ethanediamide